potassium N-oleoyl-N'-hydroxyethyl-N'-carboxymethylethylenediamine C(CCCCCCC\C=C/CCCCCCCC)(=O)NCCN(CC(=O)O)CCO.[K]